C12(CCC(CC1)C2)[PH2]=O racemic-norbornyl-phosphine oxide